FC=1C(=NC=CC1C1=NNC2=NC(=CN=C21)N2C[C@@H]1[C@]([C@@H]1CC2)(C2=C(C=CC=C2)F)CN)C ((1S,6R,7R)-3-(3-(3-fluoro-2-methylpyridin-4-yl)-1H-pyrazolo[3,4-b]pyrazin-6-yl)-7-(2-fluorophenyl)-3-azabicyclo[4.1.0]heptan-7-yl)methanamine